CN1C(=NC=C1)C=1NC2=C(N1)C=CC=C2 2-(1-methylimidazol-2-yl)-3H-1,3-benzodiazole